1-((5-fluoropyridin-3-yl)methyl)-5-(3-(m-tolyl)-1,2,4-oxadiazol-5-yl)pyridin-2(1H)-one FC=1C=C(C=NC1)CN1C(C=CC(=C1)C1=NC(=NO1)C=1C=C(C=CC1)C)=O